tert-butyl 2-((1r,3r)-3-((tert-butyldimethylsilyl)oxy)-7'-chloro-2'-oxospiro[cyclobutane-1,3'-pyrrolo[2,3-c]pyridin]-1'(2'H)-yl)acetate [Si](C)(C)(C(C)(C)C)OC1CC2(C(N(C3=C(N=CC=C32)Cl)CC(=O)OC(C)(C)C)=O)C1